C(C)[C@]1([C@H]([C@@H]([C@@H](O1)N1C=2N=C(NC(C2N=C1)=O)NC(C1=CC=CC=C1)(C1=CC=CC=C1)C1=CC=C(C=C1)OC)F)O)CO 9-[(2R,3S,4R,5R)-5-ethyl-3-fluoro-4-hydroxy-5-(hydroxymethyl)oxolan-2-yl]-2-{[(4-methoxyphenyl)diphenylmethyl]amino}-1H-purin-6-one